2,6-dichloro-4-morpholinylbenzoyl chloride ClC1=C(C(=O)Cl)C(=CC(=C1)N1CCOCC1)Cl